bis-tertiarybutyl-dimethylsilyl-2'-deoxy-N-[(phenylmethoxy)carbonyl]-cytidine C(C)(C)(C)C1=C(C(=NC(N1[C@]1(C[C@H](O)[C@@H](CO)O1)[SiH](C)C)=O)NC(=O)OCC1=CC=CC=C1)C(C)(C)C